C1(CC1)CN(C1CCC(CC1)N(C1=C(C(N(C=2C=CC(=NC12)C#N)C)=O)C#N)C)C1=C(C=C(C=C1)F)OC 8-((4-((cyclopropylmethyl)(4-fluoro-2-methoxyphenyl)amino)cyclohexyl)(methyl)amino)-5-methyl-6-oxo-5,6-dihydro-1,5-naphthyridine-2,7-dicarbonitrile